(1R,3s,5S)-N-(4-chloro-6-(oxetan-3-yloxy)pyrimidin-2-yl)-9-(ethylsulfonyl)-N-methyl-9-azabicyclo[3.3.1]nonan-3-amine ClC1=NC(=NC(=C1)OC1COC1)N(C1C[C@H]2CCC[C@@H](C1)N2S(=O)(=O)CC)C